2-((4-methyl-5-(3-(trifluoromethyl)benzyl)thiazol-2-yl)amino)-2-oxoethyl dimethylsulfamate CN(S(OCC(=O)NC=1SC(=C(N1)C)CC1=CC(=CC=C1)C(F)(F)F)(=O)=O)C